C(#N)C1(CC1)NS(=O)(=O)C=1C=C(C=2N(C1)C(=NC2C)C=2SC(=NN2)C(F)F)N2CCN(CC2)C(C(C)C)=O N-(1-cyanocyclopropyl)-3-(5-(difluoromethyl)-1,3,4-thiadiazol-2-yl)-8-(4-isobutyrylpiperazin-1-yl)-1-methylimidazo[1,5-a]pyridine-6-sulfonamide